2-chloro-4,5-dimethylpyrimidin ClC1=NC=C(C(=N1)C)C